alpha-cumylperoxide C(C)(C)(C1=CC=CC=C1)OOC(C)(C)C1=CC=CC=C1